NC1C(CC1)(O)C amino-1-methyl-1-cyclobutanol